ClC1=C(C=CC(=C1)Cl)N1C=2N=C3N(C(C2N=C1)=O)CCCC3 3-(2,4-dichlorophenyl)-5,6,7,8-tetrahydropyrido[1,2-a]purin-10(3H)-one